N[C@@H]1[C@@H](OCC12CCN(CC2)C=2C(=NC(=C(N2)C)SC2=C(C(=NC=C2)N2CCOCC2)Cl)CO)C {3-[(3S,4S)-4-amino-3-methyl-2-oxa-8-azaspiro[4.5]dec-8-yl]-6-{[3-chloro-2-(morpholin-4-yl)pyridin-4-yl]mercapto}-5-methylpyrazin-2-yl}methanol